tert-butyl (5S,5aS,6S,9R)-2,12-dichloro-1-fluoro-5-methyl-5a,6,7,8,9,10-hexahydro-5H-4-oxa-3,10a,11,13,14-pentaaza-6,9-methanonaphtho[1,8-ab]heptalene-14-carboxylate ClC=1C(=C2N=C(N=C3C2=C(O[C@H]([C@@H]2[C@@H]4CC[C@H](CN32)N4C(=O)OC(C)(C)C)C)N1)Cl)F